1,1-difluoro-N-((6S,7S)-6-((2-fluoro-[1,1'-biphenyl]-3-yl-2',3',4',5',6'-d5)methyl)-5-((R)-oxetane-2-carbonyl)-5-azaspiro[2.4]heptan-7-yl)methanesulfonamide FC(S(=O)(=O)N[C@@H]1[C@@H](N(CC12CC2)C(=O)[C@@H]2OCC2)CC=2C(=C(C=CC2)C2=C(C(=C(C(=C2[2H])[2H])[2H])[2H])[2H])F)F